Azacoumarin C1=CC=C2C(=C1)C=NC(=O)O2